OCC(CO)(CO)C(CC)S(=O)(=O)O [1,3-dihydroxy-2-(hydroxymethyl)propan-2-yl]propan-sulfonic acid